C(#N)[C@H]1N(CSC1)C(CNC(=O)C1=CC=NC2=CC=C(C=C12)N1CC(OC(C1)(F)F)(F)F)=O (R)-N-(2-(4-Cyanothiazolidin-3-yl)-2-oxoethyl)-6-(2,2,6,6-tetrafluoromorpholino)-quinoline-4-carboxamide